(S)-3-((3-(4-aminopyrido[3,2-d]pyrimidin-6-yl-2-d)phenyl)ethynyl)-3-hydroxy-1-methylpyrrolidin-2-one NC=1C2=C(N=C(N1)[2H])C=CC(=N2)C=2C=C(C=CC2)C#C[C@@]2(C(N(CC2)C)=O)O